1-(2,2-difluorovinyl)-4-phenylbenzene FC(=CC1=CC=C(C=C1)C1=CC=CC=C1)F